4-azidophenylisothiocyanate N(=[N+]=[N-])C1=CC=C(C=C1)N=C=S